CN1C2=NC(=NC=C2N=C1)NC1=NC=CC(=C1)N1CCN(CC1)C(=O)OC(C)(C)C tert-butyl 4-(2-((9-methyl-9H-purin-2-yl)amino)pyridin-4-yl)piperazine-1-carboxylate